lithium nickel aluminum magnesium lithium [Li].[Mg].[Al].[Ni].[Li]